HEXYLBENZOATE C(CCCCC)OC(C1=CC=CC=C1)=O